C(C)[Si](C1=CC=C(C=C1)C(=[Hf](C1C2=CC(=CC=C2C=2C=CC(=CC12)C(C)(C)C)C(C)(C)C)C1C=CC=C1)C1=CC=C(C=C1)[Si](CC)(CC)CC)(CC)CC di(p-triethylsilyl-phenyl)methylene(cyclopentadienyl)(2,7-di-tert-butyl-9-fluorenyl)hafnium